C(C)OC(C(C)(C)OC1=C(C=C(C=C1C)CN1C(N(C=C1)C1=CC=C(C=C1)Cl)=O)C)=O 2-(4-((3-(4-chlorophenyl)-2-oxo-2,3-dihydro-1H-imidazol-1-yl)methyl)-2,6-dimethylphenoxy)-2-methylpropanoic acid ethyl ester